tert-butyl [(1S,2S)-2-{[4-(4,4,5,5-tetramethyl-1,3,2-dioxaborolan-2-yl)phenyl]methoxy}cyclopentyl]carbamate CC1(OB(OC1(C)C)C1=CC=C(C=C1)CO[C@@H]1[C@H](CCC1)NC(OC(C)(C)C)=O)C